F[P-](F)(F)(F)(F)F.C(C)(=O)NC1=CC=C(C=C1)[I+]C1=CC=C(C=C1)NC(C)=O Di-(4-acetamidophenyl)-iodonium hexafluorophosphat